((1-(4,7-dimethyl-5-oxo-4,5-dihydro-3H-pyrazolo[3,4-c]isoquinolin-9-yl)ethyl)amino)benzoic acid methyl ester COC(C1=C(C=CC=C1)NC(C)C=1C=2C3=C(N(C(C2C=C(C1)C)=O)C)NN=C3)=O